C(#N)C(=C1CCN(CC1)C(=O)OC(C)(C)C)C1=CC=C(C=C1)OC(F)(F)F tert-butyl 4-{cyano [4-(tri-fluoromethoxy) phenyl] methylene}piperidine-1-carboxylate